2-bromo-1-(5-bromo-1H-indazol-6-yl)ethanone tert-butyl-(2-fluoro-3-(morpholinomethyl)phenyl)carbamate C(C)(C)(C)N(C(O)=O)C1=C(C(=CC=C1)CN1CCOCC1)F.BrCC(=O)C1=C(C=C2C=NNC2=C1)Br